O=C1NC(CCC1N1C(C2=CC=C(C=C2C1)N1CCN(CC1)CCN1CCN(CC1)C1=CC=C(C(=O)C=2C3=C(SC2C2=CC=C(C=C2)F)C=C(C=C3)B(O)O)C=C1)=O)=O (3-(4-(4-(2-(4-(2-(2,6-dioxopiperidin-3-yl)-1-oxoisoindolin-5-yl)piperazin-1-yl)ethyl)piperazin-1-yl)benzoyl)-2-(4-fluorophenyl)benzo[b]thiophen-6-yl)boronic acid